N1N=CC(=C1)C=1C2=C(N=CN1)N(C=C2)COCC[Si](C)(C)C 4-(1H-pyrazol-4-yl)-7-[2-(trimethylsilyl)ethoxy]methyl-7H-pyrrolo[2,3-d]pyrimidine